N'-isobutyrylpyrazole C(C(C)C)(=O)N1N=CC=C1